2-(2-acetamidophenyl)acetic acid C(C)(=O)NC1=C(C=CC=C1)CC(=O)O